2,6-di-t-butylpyrylium C(C)(C)(C)C1=[O+]C(=CC=C1)C(C)(C)C